6-chloro-3-(3-methoxy-4-methylpyrrolidin-1-yl)-1-(tetrahydro-2H-pyran-2-yl)-1H-pyrazolo[4,3-c]pyridine ClC1=CC2=C(C=N1)C(=NN2C2OCCCC2)N2CC(C(C2)C)OC